2-[(3-bromo-4,6-dimethyl-2-pyridinyl)oxy]-5-fluoropyrimidine BrC=1C(=NC(=CC1C)C)OC1=NC=C(C=N1)F